FC1=C(CC=2C=3N(C=C(N2)C#N)C=CN3)C=CC=C1F 8-(2,3-difluorobenzyl)imidazo[1,2-a]pyrazine-6-carbonitrile